O=C1NC(CCC1N1C(C2=CC=CC(=C2C1)C#CCCCN1CCN(CC1)C1=CC=C(N=N1)C(=O)N1CCC(CC1)CCCCNC(\C=C\C=1C=NC=CC1)=O)=O)=O (E)-N-(4-(1-(6-(4-(5-(2-(2,6-dioxopiperidin-3-yl)-1-oxoisoindoline-4-yl)pent-4-yn-1-yl)piperazin-1-yl)pyridazin-3-carbonyl)piperidin-4-yl)butyl)-3-(pyridin-3-yl)acrylamide